C(C)(C)(C)OC(=O)N1CC(C1)C1=NN=C(N1CC1=CC=C(C=C1)OC)C1=CC(=C(C(=C1)[N+](=O)[O-])C)F 3-(5-(3-fluoro-4-methyl-5-nitrophenyl)-4-(4-methoxybenzyl)-4H-1,2,4-triazol-3-yl)azetidine-1-carboxylic acid tert-butyl ester